2-(5-Benzyl-2-(2-fluoro-5-((6-fluoro-4-(methylsulfonyl)-1H-indol-5-yl)oxy)phenyl)-1H-imidazol-4-yl)propan-2-ol C(C1=CC=CC=C1)C1=C(N=C(N1)C1=C(C=CC(=C1)OC=1C(=C2C=CNC2=CC1F)S(=O)(=O)C)F)C(C)(C)O